NCC=1N=C2N(N=CC=C2C=2C(=NN3C2CN(CC3)C(C)=O)C3=CC=C(C=C3)F)C1 1-(3-(2-(aminomethyl)imidazo[1,2-b]pyridazin-8-yl)-2-(4-fluorophenyl)-6,7-dihydropyrazolo[1,5-a]pyrazin-5(4H)-yl)ethan-1-one